(R)-2-(3-(cyclohexyl(4-methyl-4H-1,2,4-triazol-3-yl)methyl)phenyl)-6-(((1-methylcyclobutyl)amino)methyl)-4-(trifluoromethyl)isoindolin-1-one C1(CCCCC1)[C@H](C=1C=C(C=CC1)N1C(C2=CC(=CC(=C2C1)C(F)(F)F)CNC1(CCC1)C)=O)C1=NN=CN1C